4-[(5R)-5-(3,5-dichloro-4-fluoro-phenyl)-5-(trifluoromethyl)-4H-isoxazol-3-yl]-N-[(4S)-2-ethyl-3-oxo-isoxazolidin-4-yl]-2-methylbenzamide ClC=1C=C(C=C(C1F)Cl)[C@]1(CC(=NO1)C1=CC(=C(C(=O)N[C@@H]2C(N(OC2)CC)=O)C=C1)C)C(F)(F)F